5-bornyloxy-3,4-dibromo-2(5H)furanone C12(C(CC(CC1)C2(C)C)OC2C(=C(C(O2)=O)Br)Br)C